O[C@H](CCCN1CCC(CC1)C(C1=CC=CC=C1)(C1=CC=CC=C1)O)C1=CC=C(C=C1)C(C(=O)O)(C)C |r| (RS)-2-[4-[1-hydroxy-4-[4-(hydroxy-diphenyl-methyl)-1-piperidinyl]butyl]phenyl]-2-methyl-propionic acid